C(C)(C)OC=1C=CC(=NC1)C1=NSC(=N1)N(C1=NC=CC=C1C)C(C)C 3-(5-Isopropoxypyridin-2-yl)-N-isopropyl-N-(3-methylpyridin-2-yl)-1,2,4-thiadiazol-5-amine